9-Mesityl-10-methylacridinium perchlorate Cl(=O)(=O)(=O)[O-].C1(=C(C(=CC(=C1)C)C)C=1C2=CC=CC=C2[N+](=C2C=CC=CC12)C)C